OCCNCC(=O)N 2-((2-hydroxyethyl)amino)acetamide